C(C)(C)(C)C1=CC(=CC=2N=[13C](OC21)C2=CC=CC=C2)C(C)C 7-(tert-butyl)-5-isopropyl-2-phenylbenzoxazole-13C